octadec-9-en-1-yl acetate C(C)(=O)OCCCCCCCCC=CCCCCCCCC